BrC=1C=C(C(=NC1)CCN(C)C)[N+](=O)[O-] (E)-2-(5-bromo-3-nitropyridin-2-yl)-N,N-dimethylethan-1-amine